ClCCC=1C(=NC(=NC1)NC1=CC=C(C=C1)N1CC(CCC1)O)N1C[C@@H]([C@H](C1)F)F 1-(4-{[5-(2-chloroethyl)-4-[(3S,4S)-3,4-difluoropyrrolidin-1-yl]pyrimidin-2-yl]amino}phenyl)piperidin-3-ol